Cl.C1#CCC1 cyclobutyne hydrochloride